ethyl (1R,5S)-3-benzyl-3-azabicyclo[3.1.0]hexane-6-carboxylate C(C1=CC=CC=C1)N1C[C@H]2C([C@H]2C1)C(=O)OCC